Spiro[4a,8a-dihydroindeno[1,2-b]furan-4,9'-fluorene] C1=CC=CC=2C3=CC=CC=C3C3(C12)C1C=CC=CC1C=1OC=CC13